FC1=C(N)C=CC(=C1C=1N=CC=2N(C1)C=NC2C=2N(C=C(N2)C2=CC=CC=C2)COCC[Si](C)(C)C)F 2,4-difluoro-3-[1-(4-phenyl-1-[[2-(trimethylsilyl)ethoxy]methyl]imidazol-2-yl)imidazo[1,5-a]pyrazin-6-yl]aniline